FC(C=1C=CC(=NC1)C(C)NC(OC(C)(C)C)=O)(F)F tert-butyl (1-(5-(trifluoromethyl)pyridin-2-yl)ethyl)carbamate